bis[4-(diethylamino)phenyl]phenylmethanol C(C)N(C1=CC=C(C=C1)C(O)(C1=CC=CC=C1)C1=CC=C(C=C1)N(CC)CC)CC